γ-propylene carbonate C1(OCC(C)O1)=O